C(C)(S(=O)(=O)[O-])S(=O)(=O)[O-].[Na+].[Na+] sodium 1,1-ethanedisulfonate